octadecylene ether C1CCCCCCCCCCCCCCCCCO1